C[C@@H]1CN(C[C@H](N1C(=O)C1=CC=C2C=CN(C2=C1)C)C)C(=O)C1=C(C=C(C=C1)OC)F ((3R,5R)-3,5-dimethyl-4-(1-methyl-1H-indole-6-carbonyl)piperazin-1-yl)(2-fluoro-4-methoxyphenyl)methanone